2-ethyl-6-methyl-N-(3-(4-(piperidin-1-yl)phenyl)propyl)thieno[2,3-d]pyrimidin-4-amine C(C)C=1N=C(C2=C(N1)SC(=C2)C)NCCCC2=CC=C(C=C2)N2CCCCC2